FC(OC=1C=2N(C=C(C1)C(F)(F)F)C[C@@]1(CC[C@@H](C3=C(C(=CC=C13)C#N)F)O)N2)F (1'S,4'S)-8-(difluoromethoxy)-5'-fluoro-4'-hydroxy-6-(trifluoromethyl)-3',4'-dihydro-2'H,3H-spiro[imidazo[1,2-a]pyridine-2,1'-naphthalene]-6'-carbonitrile